(S)-4-(4-cyano-2-methoxyphenyl)-5-cyclobutyloxy-2,8-dimethyl-1,4-dihydro-1,6-naphthyridine-3-carboxamide C(#N)C1=CC(=C(C=C1)[C@@H]1C(=C(NC2=C(C=NC(=C12)OC1CCC1)C)C)C(=O)N)OC